O1CC(C1)CC=1C=CC(=NC1)CO (5-(oxetan-3-ylmethyl)pyridin-2-yl)methanol